N-(4-(3-azabicyclo[3.1.1]heptan-3-yl)-3,5-difluorophenyl)-2-(2-oxa-6-azaspiro[3.4]octan-6-yl)-5-(2,2,2-trifluoroethyl)oxazole-4-carboxamide C12CN(CC(C1)C2)C2=C(C=C(C=C2F)NC(=O)C=2N=C(OC2CC(F)(F)F)N2CC1(COC1)CC2)F